CC1(CC=C(C=C1)C)NC1=NC(=NC(=N1)N)N 1,4-dimethylphenyl-melamine